6-phenyl-3-azabicyclo[3.1.0]hexan C1(=CC=CC=C1)C1C2CNCC12